C1(CC1)C1=NC(=CC(=N1)OC)OC 2-cyclopropyl-4,6-dimethoxypyrimidine